(S)-N-(1-amino-3-(3-fluorophenyl)propan-2-yl)-2-fluoro-5-(5-methyl-7-oxo-5,6,7,8-tetrahydronaphthyridin-4-yl)benzamide NCC(CC1=CC(=CC=C1)F)NC(C1=C(C=CC(=C1)C1=CC=NC=2NC(C[C@@H](C12)C)=O)F)=O